bis(1-azabenzanthrone) platinum (II) [Pt+2].N1=CC=C2C=CC=C3C(=O)C4=CC=CC=C4C1=C23.N2=CC=C3C=CC=C1C(=O)C4=CC=CC=C4C2=C31